NCC1CCC(CC1)C(=O)N[C@H](CC=1C=CC2=C(CCCO2)C1)C(=O)NCCCC[C@H](NC(N[C@@H](CCC(=O)O)C(=O)O)=O)C(=O)O N6-{N-[(1r,4S)-4-(aminomethyl)cyclohexane-1-carbonyl]-3-(3,4-dihydro-2H-1-benzopyran-6-yl)-D-alanyl}-N2-{[(1S)-1,3-dicarboxypropyl]carbamoyl}-L-lysine